N1=C(C=CC=C1)C=1C=NC(=NC1)NC(C1=CC=NC=C1)=O N-(5-(pyridin-2-yl)pyrimidin-2-yl)isonicotinamide